6-(5-methyl-1,4,5,6-tetrahydropyridin-2-yl)imidazo[1,2-a]pyridine CC1CC=C(NC1)C=1C=CC=2N(C1)C=CN2